FC(OC1=CC=C(C2=C1OC1(CCSCC1)O2)C(C)=O)F 1-[7-(difluoromethoxy)spiro[1,3-benzodioxol-2,4'-tetrahydrothiopyran]-4-yl]ethanone